ClC=1C=CC(=C(C1)C1=NC=CC(=N1)NC1=NC(=NC=C1)NC1=CC=C(C=C1)CN1CCOCC1)F N4-[2-(5-chloro-2-fluoro-phenyl)pyrimidin-4-yl]-N2-[4-(morpholinomethyl)phenyl]pyrimidine-2,4-diamine